CN(C1(NC=CC=N1)O)C 2-dimethylaminopyrimidinol